2-(2-(4-methylcyclohex-3-en-1-yl)propyl)-cyclopentanone CC1=CCC(CC1)C(CC1C(CCC1)=O)C